CC1(CC2C3(CCCC(CCC12)(C3)C)OC(C(C)O)C)C 3-((4,4,8-trimethyltricyclo[6.3.1.02,5]dodecan-1-yl)oxy)butan-2-ol